COC1=NC=CC(=C1)N1N=CC2=CC(=C(C=C12)C)C=1C[C@@H]2[C@@H](CN(C2)C2CCOCC2)C1 (2-methoxypyridin-4-yl)-6-methyl-5-((3aR,6aS)-2-(tetrahydro-2H-pyran-4-yl)-1,2,3,3a,4,6a-hexahydrocyclopenta[c]pyrrol-5-yl)-1H-indazole